(4-(3,4-difluoro-2-(trifluoromethyl)phenyl)piperidin-1-yl)(5-neopentyl-4,5,6,7-tetrahydro-1H-pyrazolo[4,3-c]pyridin-3-yl)methanone FC=1C(=C(C=CC1F)C1CCN(CC1)C(=O)C1=NNC2=C1CN(CC2)CC(C)(C)C)C(F)(F)F